C(C(O)C)(=O)O.C(CCCCCCCCCCC)ON lauryl-aminoether lactate salt